C(C1=CC=CC=C1)OC1=NC(=CC=C1C1=CC=C(C=C1)C1CN(C1)C(=O)OC(C)(C)C)OCC1=CC=CC=C1 tert-butyl 3-[4-(2,6-dibenzyloxy-3-pyridyl)phenyl]azetidine-1-carboxylate